ClC1=NC=C(C=N1)C(=O)NC1=NC=CC=C1[N+](=O)[O-] 2-chloro-N-(3-nitropyridin-2-yl)pyrimidine-5-carboxamide